[3-(benzyloxy)cyclobutyl]-3-methyl-4-nitropyrazole C(C1=CC=CC=C1)OC1CC(C1)C1=C(C(=NN1)C)[N+](=O)[O-]